C(C)OC(/C=C/CC1CN(C1)C(=O)OC(C)(C)C)=O tert-butyl (E)-3-(4-ethoxy-4-oxobut-2-en-1-yl)azetidine-1-carboxylate